3-(3-(isoquinolin-4-yl)-2,4-dioxo-6-(trifluoromethyl)-3,4-dihydroquinazolin-1(2H)-yl)propanenitrile C1=NC=C(C2=CC=CC=C12)N1C(N(C2=CC=C(C=C2C1=O)C(F)(F)F)CCC#N)=O